undecane-3,8-diol CCC(CCCCC(CCC)O)O